C(#N)N1C(CCC1)C(=O)N(C)C=1SC=C(N1)C1=NC(=C(C=C1)N(C)C)C#N 1-cyano-N-(4-(6-cyano-5-(dimethylamino)pyridin-2-yl)thiazol-2-yl)-N-methylpyrrolidine-2-carboxamide